NC1=NNC2=CC=C(C=C12)C1=CC(=NC=C1)NC(CC1=CC(=CC=C1)F)=O N-(4-(3-Amino-1H-indazol-5-yl)pyridin-2-yl)-2-(3-fluorophenyl)acetamide